tert-butyl-5-((2'-(5-methoxyisoindolin-2-yl)-[2,4'-bipyrimidin]-4-yl)ethynyl)-1H-pyrazolo[3,4-b]pyridine-1-carboxylate C(C)(C)(C)OC(=O)N1N=CC=2C1=NC=C(C2)C#CC2=NC(=NC=C2)C2=NC(=NC=C2)N2CC1=CC=C(C=C1C2)OC